C1(=C(C(=CC(=C1)C)C)N1CCCN(S1(=O)=O)CC(=O)NC1C2CC3(CC(CC1C3)C2)C(=O)N)C 4-(2-(6-Mesityl-1,1-dioxido-1,2,6-thiadiazinan-2-yl)acetamido)adamantane-1-carboxamide